phospho-creatin P(=O)(O)(O)C(C(=O)O)N(C)C(N)=N